6,6-dihydroxy-5-hydroxyiminohexahydro-2,4-pyrimidinedione OC1(C(C(NC(N1)=O)=O)=NO)O